pyrimidine-5-carboxaldehyde N1=CN=CC(=C1)C=O